CN(C1=CC=C(C=C1)NCCCCCCC)C di-methyl-heptyl-p-phenylenediamine